C(C1=CC=CC=C1)N1C[C@@H]([C@]12CN(CC2)C=2C1=C(N=CN2)NC=C1)C 4-[(3S,4R)-1-benzyl-3-methyl-1,6-diazaspiro[3.4]oct-6-yl]-7H-pyrrolo[2,3-d]pyrimidine